COC(C(CC(CCC#N)C)(C1=CC=CC=C1)C1=CC=CC=C1)=O 6-cyano-4-methyl-2,2-diphenylhexanoic acid methyl ester